ethyl acetate, Ammonium salt [NH4+].C(C)(=O)OCC